ClC[C@@H](COC1=C(C=C(C=C1)C(C)(C)C1=CC=C(C=C1)OC[C@H](CN1N=NC(=C1)CO)O)I)O |&1:22| (R)-1-chloro-3-(4-(2-(4-((SR)-2-hydroxy-3-(4-(hydroxymethyl)-1H-1,2,3-triazol-1-yl)propoxy)phenyl)propan-2-yl)-2-iodophenoxy)propan-2-ol